N-(2,2-dimethylpropyl)-N-methylaniline CC(CN(C1=CC=CC=C1)C)(C)C